OC(C)(C)[C@H]1CN(CC1)C1=CC(=NC=C1)C(=O)NC=1C=CC=C2C=CC=NC12 (R)-4-(3-(2-hydroxypropan-2-yl)pyrrolidin-1-yl)-N-(quinolin-8-yl)picolinamide